4-(3-(2-chloroacetyl)-2-methyl-5-(oxetan-3-ylethynyl)-1H-pyrrol-1-yl)benzonitrile ClCC(=O)C1=C(N(C(=C1)C#CC1COC1)C1=CC=C(C#N)C=C1)C